C1=CC=CC=2C3=CC=CC=C3C(C12)COC(=O)N[C@H](C(=O)OC(C)(C)C)CC=1C=NC(=NC1)N1CCN(CC1)C(C)=O tert-butyl (S)-2-((((9H-fluoren-9-yl)methoxy)carbonyl)amino)-3-(2-(4-acetylpiperazin-1-yl)pyrimidin-5-yl)propanoate